6-tert-butyl-9-carbamoyl-10-methoxy-2-oxo-6,7-dihydro-2H-pyrido[2,1-a]isoquinoline-3-carboxylic acid C(C)(C)(C)C1N2C(C3=CC(=C(C=C3C1)C(N)=O)OC)=CC(C(=C2)C(=O)O)=O